(E)-N-tert-butoxycarbonyl-L-threonine-4-oxo-4-phenyl-2-buten-2-yl ester O=C(C=C(C)OC([C@@H](NC(=O)OC(C)(C)C)[C@H](O)C)=O)C1=CC=CC=C1